4-(isoquinolin-1-yl)-N-(m-tolyl)piperazine-1-carboxamide C1(=NC=CC2=CC=CC=C12)N1CCN(CC1)C(=O)NC=1C=C(C=CC1)C